C(C)(C)(C)OC(=O)N1C([C@@H](CCCC1)NCC1=CC=CC=C1)C (3R)-3-(benzylamino)-2-methyl-azepane-1-carboxylic acid tert-butyl ester